6-[(1S,5R)-3-azabicyclo[3.1.0]hexan-1-yl]-N-(3,4-dichloro-2-fluoro-phenyl)quinazolin-4-amine [C@@]12(CNC[C@@H]2C1)C=1C=C2C(=NC=NC2=CC1)NC1=C(C(=C(C=C1)Cl)Cl)F